C1(CC1)C1=CC2=C(N=CN=C2N[C@@H]2[C@H](COC3=CC=CC=C23)O)N1COCC[Si](C)(C)C (3R,4S)-4-[[6-cyclopropyl-7-(2-trimethylsilylethoxymethyl)pyrrolo[2,3-d]pyrimidin-4-yl]amino]chroman-3-ol